NCCCC(=O)NC=1C=C(C=C(C1)C(=O)NCCCN)C(=O)NCCCN 5-(4-aminobutanoylamino)-N1,N3-bis(3-aminopropyl)benzene-1,3-dicarboxamide